CS(=O)(=O)C1=C2C(C(=NN(C2=CC=C1)C1=CC=C(C=C1)OC(F)(F)F)C(=O)OCCC(C)C)=O isopentyl 5-methylsulfonyl-4-oxo-1-[4-(trifluoromethoxy)phenyl]cinnoline-3-carboxylate